N1(C=NC=C1)C1=CC=C(C=C1)N1C=NC2=C1C=C(C=C2)Br 1-(4-(1H-imidazol-1-yl)phenyl)-6-bromo-1H-benzo[d]imidazole